(benzyloxymethyl)cyclobutanol C(C1=CC=CC=C1)OCC1(CCC1)O